FC1=CC(=C(C=C1F)NC1=NC(=NC=N1)NC=1C(=CC(=C(C1)NC(C=C)=O)N(CCN1CCCCC1)C)OC)C(C)(C)O N-(5-(4-(4,5-difluoro-2-(2-hydroxypropan-2-yl)phenylamino)-1,3,5-triazin-2-ylamino)-4-methoxy-2-(methyl(2-(piperidin-1-yl)ethyl)amino)phenyl)acryl-amide